(R)-8-(5-(5-(1-(1H-pyrrolo[2,3-b]pyridin-4-yl)ethoxy)-1H-indazol-3-yl)pyridin-2-yl)-1-methyl-1,8-diazaspiro[4.5]decan-2-one N1C=CC=2C1=NC=CC2[C@@H](C)OC=2C=C1C(=NNC1=CC2)C=2C=CC(=NC2)N2CCC1(CCC(N1C)=O)CC2